2-(2-chloro-7-diethylaminoquinolin-3-yl)methylenemalononitrile ClC1=NC2=CC(=CC=C2C=C1C=C(C#N)C#N)N(CC)CC